6,6'-dibromo-2,3'-bipyridine BrC1=CC=CC(=N1)C=1C=NC(=CC1)Br